N1=C(C=C2N1CCNC2)C(=O)N 4,5,6,7-tetrahydropyrazolo[1,5-a]pyrazine-2-carboxamide